(R)-1-(7-(5-ethynyl-6-fluoroisoquinolin-4-yl)-8-fluoro-4-(methyl(piperidin-2-ylmethyl)amino)pyrido[4,3-d]pyrimidin-2-yl)-4-methylpiperidin-4-ol C(#C)C1=C2C(=CN=CC2=CC=C1F)C1=C(C=2N=C(N=C(C2C=N1)N(C[C@@H]1NCCCC1)C)N1CCC(CC1)(O)C)F